COC1=CC=C(CNC=2C(C(C2NCC2=CC=C(C=C2)C2=NOC(=N2)C(F)(F)F)=O)=O)C=C1 3-((4-methoxybenzyl)amino)-4-((4-(5-(trifluoromethyl)-1,2,4-oxadiazol-3-yl)benzyl)amino)cyclobut-3-ene-1,2-dione